2-Phenylthiazole C1(=CC=CC=C1)C=1SC=CN1